OCCOC(=O)C=1C(=C2C(=NC1)NC=C2)N[C@H]2CN(CCC2)C(C=C)=O.C#CC=CC 3-penten-1-yn 2-hydroxyethyl-(R)-4-((1-acryloylpiperidin-3-yl)amino)-1H-pyrrolo[2,3-b]pyridine-5-carboxylate